N1=C(C=CC=C1)C1(CCOC2(CC=CC2)C1)CCN 2-(9-(pyridin-2-yl)-6-oxaspiro[4.5]decan-2-en-9-yl)ethylamine